OC1=C(C=C(C=C1)OC(CC)=O)OC.C(C(O)C1=CC=CC=C1)(=O)OC(C)C isopropyl mandelate 4-hydroxy-3-methoxy-phenylpropanoate